(3R,7S)-9-(1-(4-(1H-1,2,4-Triazol-1-yl)phenyl)ethyl)-2-(3,4-dichlorobenzoyl)-3-methyl-10-oxo-1,2,3,4,7,8,9,10-octahydropyrido[4',3':3,4]pyrazolo[1,5-a]pyrazine-7-carboxylic acid N1(N=CN=C1)C1=CC=C(C=C1)C(C)N1C(C=2N([C@@H](C1)C(=O)O)N=C1C2CN([C@@H](C1)C)C(C1=CC(=C(C=C1)Cl)Cl)=O)=O